C(C)(=O)[O-].COC(CN(C=1C=C(C=CC1OC)C=1C2=CC=C(C=C2OC2=CC(C=CC12)=[N+](C)C)N(C)C)CC(OC)=O)=O N-(9-(3-(bis(2-methoxy-2-oxoethyl)amino)-4-methoxyphenyl)-6-(dimethylamino)-3H-xanthen-3-ylidene)-N-methyl-methylammonium acetate